8-(2-fluoro-4-(trifluoromethyl)phenyl)-2,3-dimethyl-6-((2s,6r)-2-methyl-6-(2-methylpyridin-4-yl)morpholino)pyrimido[5,4-d]pyrimidin-4(3H)-one FC1=C(C=CC(=C1)C(F)(F)F)C1=NC(=NC2=C1N=C(N(C2=O)C)C)N2C[C@@H](O[C@@H](C2)C2=CC(=NC=C2)C)C